COC1=C(C=C2C(=NC=NC2=C1)C=1C(=NNC1)C1=CC=CC=C1)[C@@H]1OCCCC1 (R)-7-methoxy-4-(3-phenyl-1H-pyrazol-4-yl)-6-(tetrahydro-2H-pyran-2-yl)quinazoline